N1N=CC(=C1)NC(OC(C)(C)C)=O tert-butyl (1H-pyrazol-4-yl)carbamate